N-(2-bromo-6-nitrophenyl)-N-methylmethanesulfonamide BrC1=C(C(=CC=C1)[N+](=O)[O-])N(S(=O)(=O)C)C